COC(=O)C1=CC=C(C=N1)N1CCN(CC1)C(=O)OCCCC butyl 4-(6-(methoxycarbonyl)pyridin-3-yl)piperazine-1-carboxylate